C(CCCCCCCCCCC)OC=1C=C(C=C(C1)O)O 5-(dodecyloxy)benzene-1,3-diol